COC1CCC(CC1)CCC#N 3-((1r,4s)-4-methoxycyclohexyl)propionitrile